CNCC1=CC=C(C=C1)NC(=O)C1=CC=2N(C=C1)N=CC2C2=CC=C(C=C2)N2CCNCC2 N-(4-((methylamino)methyl)phenyl)-3-(4-(piperazin-1-yl)phenyl)pyrazolo[1,5-a]pyridine-5-carboxamide